FC(COP(=O)([O-])F)(F)F.C(C)[N+](C)(CC)CC triethylmethylammonium 2,2,2-trifluoroethyl-fluorophosphate